2-(5-(trifluoromethyl)pyridin-2-yl)acetonitrile FC(C=1C=CC(=NC1)CC#N)(F)F